C(C)(C)(C)C1=CN=C(O1)CSC1=CN=C(S1)NC(=O)C1CCN(CC1)C1CCN(CC1)CC1=C(C=C(C=C1)N1C(NC(CC1)=O)=O)F N-(5-(((5-(tert-butyl)oxazol-2-yl)methyl)thio)thiazol-2-yl)-1'-(4-(2,4-dioxotetrahydropyrimidin-1(2H)-yl)-2-fluorobenzyl)-[1,4'-bipiperidine]-4-carboxamide